N-cyclopropyl-2-(difluoromethoxy)-6-methoxy-4-[7-(1-methoxy-1-methyl-ethyl)imidazo[1,2-c]pyrimidin-3-yl]benzamide C1(CC1)NC(C1=C(C=C(C=C1OC)C1=CN=C2N1C=NC(=C2)C(C)(C)OC)OC(F)F)=O